BrC1=NN2C(CN(C[C@H]2C)C(=O)OC(C)(C)C)=C1C1=CC=NC=C1 |r| tert-butyl (7RS)-2-bromo-7-methyl-3-(pyridin-4-yl)-6,7-dihydropyrazolo[1,5-a]pyrazine-5(4H)-carboxylate